C(C)(C)(CCC)OOC1(CCCCC1)OOC(C)(C)CCC 1,1-bis(t-hexylperoxy)-cyclohexane